2-fluoro-5-[3-fluoro-2-methyl-8-(morpholin-4-yl)imidazo[1,2-a]pyridin-6-yl]-4-methylbenzoic acid FC1=C(C(=O)O)C=C(C(=C1)C)C=1C=C(C=2N(C1)C(=C(N2)C)F)N2CCOCC2